ClC1=CNC2=NC=CC(=C21)OC2=CC(=C(C=C2)NC(=O)NC2=CC(=C(C=C2)CN2CC1(C2)CN(C1)C)C(F)(F)F)F 1-(4-((3-chloro-1H-pyrrolo[2,3-b]pyridin-4-yl)oxy)-2-fluorophenyl)-3-(4-((6-methyl-2,6-diazaspiro[3.3]heptan-2-yl)methyl)-3-(trifluoromethyl)phenyl)urea